1-(tert-butyl) 4-ethyl (R)-5-amino-2-methyl-3,6-dihydropyridine-1,4(2H)-dicarboxylate NC1=C(C[C@H](N(C1)C(=O)OC(C)(C)C)C)C(=O)OCC